C(C)OC(=O)C1CCC(CC1)O (1s,4s)-4-Hydroxycyclohexane-1-carboxylic acid ethyl ester